C1=CC=CC=2C3=CC=CC=C3C(C12)COP(OCC1C2=CC=CC=C2C=2C=CC=CC12)N(C(C)C)C(C)C bis(9H-fluoren-9-yl methyl)-diisopropylamidophosphite